OC1=CC=C(C=C1)[S+](CCCC)CCCC 4-hydroxyphenyl-dibutylsulfonium